methyl 2-(3,4-dichlorophenyl)-1-ethyl-5-iodo-6-methyl-4-oxo-pyridine-3-carboxylate ClC=1C=C(C=CC1Cl)C=1N(C(=C(C(C1C(=O)OC)=O)I)C)CC